3-acetyl-2,4,5-trimethylaniline C(C)(=O)C=1C(=C(N)C=C(C1C)C)C